(S)-2-(1-(5-(cyclohexylcarbamoyl)-6-(propylthio)pyridin-2-yl)piperidin-3-yl)acetic acid C1(CCCCC1)NC(=O)C=1C=CC(=NC1SCCC)N1C[C@@H](CCC1)CC(=O)O